N,N'-1,4-Phenylenebis(2-methyl-2-propenamide) C1(=CC=C(C=C1)NC(C(=C)C)=O)NC(C(=C)C)=O